ClC1=C(C=CC2=C1C(=N[C@H](C=1N2N=C(N1)C(=O)NCCO)C)C1=C(C=CC=C1F)F)Cl (4S)-7,8-dichloro-6-(2,6-difluorophenyl)-N-(2-hydroxyethyl)-4-methyl-4H-[1,2,4]triazolo[1,5-a][1,4]benzodiazepine-2-Carboxamide